COCCN1C=CC2=CC=CC(=C12)C(=O)OC methyl 1-(2-methoxyethyl)-1H-indole-7-carboxylate